3-((2-methylimidazo[1,2-a]pyridin-6-yl)oxy)propan-1-amine CC=1N=C2N(C=C(C=C2)OCCCN)C1